(i-propoxy)titanium C(C)(C)O[Ti]